O[C@H](\C=C\CCCCCCCCCCCCCCCCCCCCCCCCC)[C@H]1N(C(OC1)(C)C)C(=O)OC(C)(C)C tert-butyl (4S)-4-[(E,1R)-1-hydroxyoctacosane-2-enyl]-2,2-dimethyl-oxazolidine-3-carboxylate